2,2-dimethylcyclobutane-1,3-dione CC1(C(CC1=O)=O)C